bis(3-tri-iso-propoxysilyl-propyl)disulfide C(C)(C)O[Si](CCCSSCCC[Si](OC(C)C)(OC(C)C)OC(C)C)(OC(C)C)OC(C)C